Methyl ((1R,3R)-3-(6-((2-(5-(difluoromethyl)thiophen-2-yl)-6-(hydroxymethyl)pyrimidin-4-yl)amino)-3-(methyl-d3)-2-oxo-2,3-dihydro-1H-imidazo[4,5-c]pyridin-1-yl)cyclopentyl)carbamate FC(C1=CC=C(S1)C1=NC(=CC(=N1)NC1=CC2=C(C=N1)N(C(N2[C@H]2C[C@@H](CC2)NC(OC)=O)=O)C([2H])([2H])[2H])CO)F